1-(2-Methoxy-3-nitrophenyl)piperazine Hydrochloric Acid Salt Cl.COC1=C(C=CC=C1[N+](=O)[O-])N1CCNCC1